5-fluorobenzo[d]oxazol-2-ylmethanol FC=1C=CC2=C(N=C(O2)CO)C1